N-(3-chloro-4-fluorophenyl)-4-(hydroxymethyl)-1,2,5-oxadiazole-3-carboxamide ClC=1C=C(C=CC1F)NC(=O)C1=NON=C1CO